C(CCCCCCC\C=C/C\C=C/C\C=C/CC)(=O)OCC(O)CO glyceryl α-linolenate